N[C@@H]1CN(CC1)C1=CC=CC(=N1)C(=O)NC1=C(C=C2C=NN(C2=C1)C)N1CCCCC1 (S)-6-(3-aminopyrrolidin-1-yl)-N-(1-methyl-5-(piperidin-1-yl)-1H-indazol-6-yl)pyridinecarboxamide